C1(CCCC1)C[C@@H](C(=O)N[C@H](C(=O)OC(C)C)CCC(C=[N+]=[N-])=O)OC isopropyl (S)-2-((S)-3-cyclopentyl-2-methoxypropanamido)-6-diazo-5-oxohexanoate